FC(C1=NN=C(S1)C1=CN=C2N1C=C(C=C2C2=CCC1(COC1)CC2)S(=O)(=O)NC2(CC2)C)F 3-(5-(difluoromethyl)-1,3,4-thiadiazol-2-yl)-N-(1-methylcyclopropyl)-8-(2-oxaspiro[3.5]non-6-en-7-yl)imidazo[1,2-a]pyridine-6-sulfonamide